N-(methyl-d3)-3-(6-(((3aR,5s,6aS)-2-((tetrahydro-2H-pyran-4-yl)methyl)octahydrocyclopenta[c]pyrrol-5-yl)amino)pyridazin-3-yl)benzamide C(NC(C1=CC(=CC=C1)C=1N=NC(=CC1)NC1C[C@@H]2[C@@H](CN(C2)CC2CCOCC2)C1)=O)([2H])([2H])[2H]